1-cyclobutyl-4-[4-(4,4,5,5-tetramethyl-1,3,2-dioxaborolan-2-yl)-3,6-dihydro-2H-pyran-6-yl]pyrazole C1(CCC1)N1N=CC(=C1)C1C=C(CCO1)B1OC(C(O1)(C)C)(C)C